CN(C1=C(C=C(C=C1)N1C(CN(CC1)C(=O)C1=CC=CC2=CC=CC=C12)C)C)C (4-(4-(dimethylamino)-3-methylphenyl)-3-methylpiperazin-1-yl)(naphthalen-1-yl)methanone